C(CCC)[Sn](C=1SC=CN1)(CCCC)CCCC tributyl(thiazol-2-yl)stannane